gamma-aminopropyltriethoxysilane zirconium [Zr].NCCC[Si](OCC)(OCC)OCC